FC1=C(C(=O)O)C=CC(=C1)NC1=NC=C(C(=N1)NC1=CC=C(C=C1)NC(C1=C(C=CC=C1)F)=O)F 2-fluoro-4-[[5-fluoro-4-[4-[(2-fluorobenzoyl)amino]anilino]pyrimidin-2-yl]amino]benzoic acid